ethyl 2-((cyclopentylmethyl) amino)-2-oxoacetate C1(CCCC1)CNC(C(=O)OCC)=O